copper-titanium nitrogen (S)-1-((2-(trimethylsilyl)ethoxy)methyl)-7-(tritylamino)-1,5,7,8-tetrahydro-6H-[1,4]Oxazepino[3,2-f]Indazol C[Si](CCOCN1N=CC2=CC3=C(C=C12)OC[C@H](CN3)NC(C3=CC=CC=C3)(C3=CC=CC=C3)C3=CC=CC=C3)(C)C.[N].[Ti].[Cu]